1-ethyl-3-(phenylthio)quinoxaline-2(1H)-one C(C)N1C(C(=NC2=CC=CC=C12)SC1=CC=CC=C1)=O